BrC1=C(C=C(C=C1)[N+](=O)[O-])S(=O)(=O)NC(C)(C)C bromo-N-tert-butyl-5-nitro-benzenesulfonamide